BrCCC(=O)NC1=NC(=CC=C1)Br 3-bromo-N-(6-bromopyridin-2-yl)propionamide